4-(2-(2,4-difluorophenoxy)-5-(propylsulfonylamino)phenyl)-2,6-dimethylpyridine FC1=C(OC2=C(C=C(C=C2)NS(=O)(=O)CCC)C2=CC(=NC(=C2)C)C)C=CC(=C1)F